CNC1=CC=CC=C1 p-methylaminobenzene